BrC=1N=C(SC1)C1=CC=C(C=C1)N1CCCC1 4-bromo-2-(4-(pyrrolidin-1-yl)phenyl)thiazole